3-(5-(3-(((1s,3s)-adamantan-1-yl)amino)prop-1-yn-1-yl)-2-methyl-4-oxoquinazolin-3(4H)-yl)piperidine-2,6-dione C12(CC3CC(CC(C1)C3)C2)NCC#CC2=C3C(N(C(=NC3=CC=C2)C)C2C(NC(CC2)=O)=O)=O